CC1=C(C(=O)NC2=C(C=C(C=C2)N2C3=C(NC(CC2=O)=O)C2=CC=CC=C2C=C3)O)C=CC=C1C 5-[4-(2,3-dimethylbenzoylamino)-3-hydroxyphenyl]-1H-naphtho[1,2-B][1,4]diazepine-2,4(3H,5h)-dione